C(C)(C)(C)C=1C=C(CN(C(CN(S(=O)(=O)C2=C(C(=C(C(=C2F)F)F)F)F)CC2=C(C=CC=C2)F)=O)CCNC2=C(C(C2=O)=O)N(C)C)C=C(C1)C1CC1 N-(3-(tert-butyl)-5-cyclopropylbenzyl)-N-(2-((2-(dimethylamino)-3,4-dioxocyclobut-1-en-1-yl)amino)ethyl)-2-(N-(2-fluorobenzyl)-(2,3,4,5,6-pentafluorophenyl)sulfonamido)acetamide